N1,N2-bis(2-thienylmethyl)-Ethanediamide S1C(=CC=C1)CNC(C(=O)NCC=1SC=CC1)=O